COC(=O)N[C@H](C(=O)N[C@@H](CC1=CC=C(C=C1)NS(=O)(=O)O)C=1SC=C(N1)CCC)CC1=CC=CC=C1 4-{(S)-2-[(S)-2-(methoxycarbonylamino)-3-phenylpropionylamino]-2-(4-propylthiazol-2-yl)ethyl}phenylaminosulfonic acid